methyl 8-fluoro-2-[(8S)-2-methyl-5-oxa-2-azaspiro[3.5]nonan-8-yl]-3,4-dihydro-1H-isoquinoline-6-carboxylate FC=1C=C(C=C2CCN(CC12)[C@H]1CCOC2(CN(C2)C)C1)C(=O)OC